N-(7-(ethylamino)-8-methyl-3H-phenoxazin-3-ylidene)-2-methoxy-N-(2-methoxyethyl)ethan-1-aminium C(C)NC=1C=C2OC3=CC(C=CC3=NC2=CC1C)=[N+](CCOC)CCOC